N-(2-(1-(3,5'-dichloro-4-hydroxyl-6-methyl-2-oxo-2H-[1,4'-bipyridyl]-2'-yl)-4-fluoro-1H-pyrazol-3-yl)propan-2-yl)acetamide ClC=1C(N(C(=CC1O)C)C1=CC(=NC=C1Cl)N1N=C(C(=C1)F)C(C)(C)NC(C)=O)=O